C(C=C)N1S(C(C2=C1C=CC=C2Cl)CCC)(=O)=O 1-Allyl-4-chloro-3-propyl-1,3-dihydro-2,1-benzothiazol-2,2-dioxid